((3R,4S)-4-amino-3-((((1s,4S)-4-(3-fluorophenyl)cyclohexyl)oxy)methyl)piperidin-1-yl)(1-fluorocyclobutyl)methanone N[C@@H]1[C@@H](CN(CC1)C(=O)C1(CCC1)F)COC1CCC(CC1)C1=CC(=CC=C1)F